methyl 5-bromo-2-(4-fluoro-2-methylphenoxy)-4-methylpyridine-3-carboxylate BrC=1C(=C(C(=NC1)OC1=C(C=C(C=C1)F)C)C(=O)OC)C